C(C)N1N=NC2=C1C=CC(=C2)OC2=C(C=C(C=C2)NC=2C1=C(N=CN2)C=NC(=N1)S(=O)C)C N-(4-((1-ethyl-1H-benzo[d][1,2,3]triazol-5-yl)oxy)-3-methylphenyl)-6-(methyl-sulfinyl)pyrimido[5,4-d]pyrimidin-4-amine